CC=1SC=C(N1)CSC1=C(C(=O)NCCNC2=NC=NC3=CC=CC=C23)C=CC=C1 2-[[(2-methyl-4-thiazolyl)methyl]thio]-N-[2-(4-quinazolinylamino)ethyl]-benzamide